Cl.N1(CCOCC1)C=1OC2=C(C(C1)=O)C=CC=C2C2=CC=CC=C2 2-(4-morpholinyl)-8-phenyl-1(4H)-benzopyran-4-one hydrochloride